1-Pyridin-3-yl-1H-[1,2,3]triazole-4-carboxylic acid {2-oxo-2-[4-(2-trifluoromethyl-phenoxy)-piperidin-1-yl]-ethyl}-amide O=C(CNC(=O)C=1N=NN(C1)C=1C=NC=CC1)N1CCC(CC1)OC1=C(C=CC=C1)C(F)(F)F